3-(3-oxo-6-(piperidin-4-yl)-1H-benzofuro[2,3-c]pyrrol-2(3H)-yl)piperidine-2,6-dione trifluoroacetate salt FC(C(=O)O)(F)F.O=C1N(CC2=C1OC1=C2C=CC(=C1)C1CCNCC1)C1C(NC(CC1)=O)=O